C1=CC=CC=2C3=CC=CC=C3C(C12)COC(=O)N[C@H](C(=O)O)CC1=C(C=CC=C1)F (2S)-2-[9H-fluoren-9-ylmethoxycarbonylamino]-3-(2-fluorophenyl)propionic acid